C(C=C)(=O)OCCCCOC(CS)=O 4-[(2-sulfanylacetyl)oxy]butyl prop-2-enoate